OCC(CCCCC(C(=O)OC)(C)C1=CC(=CC=C1)I)(C)C methyl 8-hydroxy-2-(3-iodophenyl)-2,7,7-trimethyloctanoate